(S)-quinuclidin-3-yl (5-(2,6-dimethoxypyridin-3-yl)-2,2-dimethyl-2,3-dihydro-1H-inden-1-yl)carbamat COC1=NC(=CC=C1C=1C=C2CC(C(C2=CC1)NC(O[C@@H]1CN2CCC1CC2)=O)(C)C)OC